4-(6-amino-8-butyl-9H-purin-9-yl)butylcarbamic acid tert-butyl ester C(C)(C)(C)OC(NCCCCN1C2=NC=NC(=C2N=C1CCCC)N)=O